5-(tert-butyl)-N-(7-(2-((1-methyl-1H-pyrazol-4-yl)amino)pyrimidin-4-yl)-3-(methylsulfonyl)-2,3,4,5-tetrahydro-1H-benzo[d]azepin-1-yl)-1,3,4-oxadiazole-2-carboxamide C(C)(C)(C)C1=NN=C(O1)C(=O)NC1CN(CCC2=C1C=CC(=C2)C2=NC(=NC=C2)NC=2C=NN(C2)C)S(=O)(=O)C